4-[4-[3-[2-(3-Hydroxyphenyl)phenyl]propanoyl]piperazin-1-yl]-N-(3,3,3-trifluoropropylsulfonyl)benzamide OC=1C=C(C=CC1)C1=C(C=CC=C1)CCC(=O)N1CCN(CC1)C1=CC=C(C(=O)NS(=O)(=O)CCC(F)(F)F)C=C1